2,4'-di-tert-butyl-2,2'-bipyridine C(C)(C)(C)C1(NC=CC=C1)C1=NC=CC(=C1)C(C)(C)C